3-{2-[(6,6-dimethylpiperidin-3-yl)amino]-5-(trifluoromethyl)pyrimidin-4-yl}-5,5,6-trimethyl-1H,4H,5H,6H,7H-pyrrolo[2,3-c]pyridin-7-one CC1(CCC(CN1)NC1=NC=C(C(=N1)C1=CNC=2C(N(C(CC21)(C)C)C)=O)C(F)(F)F)C